[Si](C)(C)(C(C)(C)C)O[C@@](CC(=O)O)(C)C1=NC=CC=C1 (R)-3-((tert-butyldimethylsilyl)oxy)-3-(pyridin-2-yl)butanoic acid